C(C)(C)(C)OC(NC[C@@H](CN1N=CC(=C1)Br)O[Si](C)(C)C(C)(C)C)=O (S)-(3-(4-bromo-1H-pyrazol-1-yl)-2-((t-butyldimethylsilyl)-oxy)propyl)carbamic acid tert-butyl ester